FC=1C=2N(C=C(C1)C1=CNC=3N=C(N=CC31)NC3=CC(=NC=C3)N3CCN(CC3)C)C(=CN2)C 5-(8-fluoro-3-methylimidazo[1,2-a]pyridin-6-yl)-N-(2-(4-methylpiperazin-1-yl)pyridin-4-yl)-7H-pyrrolo[2,3-d]pyrimidin-2-amine